CC(CN)N 2-methyl-ethane-1,2-diamine